ClC1=C(C(=O)NC(C(=O)O)CCN(CCCCC2=NC=3NCCCC3C=C2)CCOC(C)C)C(=CC=C1)F 2-[(2-chloro-6-fluoro-benzoyl)amino]-4-[2-isopropoxyethyl-[4-(5,6,7,8-tetrahydro-1,8-naphthyridin-2-yl)butyl]amino]butanoic acid